N-acryl-histidine C(=O)(C=C)N[C@@H](CC1=CNC=N1)C(=O)O